4-(3-(2-fluoro-4-methoxy-5-((3-methoxyquinolin-8-yl)methoxy)phenyl)ureido)thiophene-2,3-dicarboxylic acid dimethyl ester COC(=O)C=1SC=C(C1C(=O)OC)NC(=O)NC1=C(C=C(C(=C1)OCC=1C=CC=C2C=C(C=NC12)OC)OC)F